2-Morpholinobenzo[d]thiazole-4-carboxylic acid methyl ester COC(=O)C=1C=CC=C2C1N=C(S2)N2CCOCC2